(R)-tert-Butyl 3-(((R)-2,3-dihydroxypropyl) ((S)-1-(6-(trifluoromethyl) pyridin-3-yl) ethyl) carbamoyl)-6-methyl-6,7-dihydro-2H-pyrazolo[4,3-c]pyridine-5(4H)-carboxylate O[C@H](CN(C(=O)C=1NN=C2C1CN([C@@H](C2)C)C(=O)OC(C)(C)C)[C@@H](C)C=2C=NC(=CC2)C(F)(F)F)CO